(S)-4,5-diamino-5-oxopentanoic acid tert-butyl ester C(C)(C)(C)OC(CC[C@@H](C(=O)N)N)=O